1-((benzyloxy)carbonyl)-3-(3,4-dichlorophenyl)azetidin-3-amine 4-methylbenzenesulfonate CC1=CC=C(C=C1)S(=O)(=O)O.C(C1=CC=CC=C1)OC(=O)N1CC(C1)(N)C1=CC(=C(C=C1)Cl)Cl